ClC1=NC=C(C=C1)CN1/C(/NCC1)=C(\C=C\C1=C(C=CC=C1)C)/[N+](=O)[O-] 2-chloro-5-(((E)-2-((E)-1-nitro-3-(o-methylphenyl)allylidene)imidazolidin-1-yl)methyl)pyridine